N-cyclobutyl-N-(4-ethylphenyl)-1-hydroxy-7-((tetrahydro-2H-pyran-4-yl)methoxy)-2,3-dihydro-1H-indene-4-sulfonamide C1(CCC1)N(S(=O)(=O)C=1C=2CCC(C2C(=CC1)OCC1CCOCC1)O)C1=CC=C(C=C1)CC